CC1(C[C@H](C[C@@H]1OCCCCC1=NC=2NCCCC2C=C1)N([C@@H](C(=O)O)C=1C=CC=C2CCO[C@H](C12)C)C)C |&1:3,5,22| (RS)-2-(((1RS,4SR)-3,3-dimethyl-4-(4-(5,6,7,8-tetrahydro-1,8-naphthyridin-2-yl)butoxy)cyclopentyl)(methyl)amino)-2-((S)-1-methylisochroman-8-yl)acetic acid